8-cyano-2-methylimidazo[1,2-a]pyridin C(#N)C=1C=2N(C=CC1)C=C(N2)C